4-(nonylthio)cyclohexanone C(CCCCCCCC)SC1CCC(CC1)=O